N1C(NCC1)=CC(=O)C1=CC=C(C=C1)C 2-(imidazolidine-2-ylidene)-1-(p-tolyl)ethan-1-one